2-isopropylhexanoic acid C(C)(C)C(C(=O)O)CCCC